C1CCCC2(C3=CC=CC=C3N=C12)CC1=CC=C(S1)C(=O)O 5-((1,2,3,4-tetrahydro-4aH-carbazol-4a-yl)methyl)thiophene-2-carboxylic acid